(R)-2-((S)-2-((R)-4-((3R,5R,8R,9S,10S,13R,14S,17R)-3-hydroxyl-10,13-dimethyl-hexadecahydro-1H-cyclopenta[a]phenanthren-17-yl)pentanamido)-3-methylbutanamido)-3-mercaptopropanoic acid O[C@@H]1CC[C@@]2([C@H]3CC[C@@]4([C@H](CC[C@H]4[C@@H]3CC[C@@H]2C1)[C@@H](CCC(=O)N[C@H](C(=O)N[C@H](C(=O)O)CS)C(C)C)C)C)C